(2-methyl-5-(pyrimidin-2-yl)thiazol-4-yl)methanone CC=1SC(=C(N1)C=O)C1=NC=CC=N1